ClC=1C(=NC(=NC1)NC1=CC=C(C=C1)N1CCN(CC1)C)C1=CC2=C(N(C(=N2)C)COCC[Si](C)(C)C)C=C1 5-chloro-4-(2-methyl-1-((2-(trimethylsilyl)ethoxy)methyl)-1H-benzo[d]imidazol-5-yl)-N-(4-(4-methylpiperazin-1-yl)phenyl)pyrimidin-2-amine